N-(5-fluoro-3-pyridyl)-2-(1,4-oxazepan-4-yl)ethanesulfonamide FC=1C=C(C=NC1)NS(=O)(=O)CCN1CCOCCC1